(S)-3-(3-(4-hydroxy-1-methyl-2-oxo-1,2-dihydropyridin-3-yl)ureido)-3-(3-(4-methylthiophene-3-yl)phenyl)propanoic acid OC1=C(C(N(C=C1)C)=O)NC(N[C@@H](CC(=O)O)C1=CC(=CC=C1)C1=CSC=C1C)=O